N-(4-(5-chloro-2-methoxyphenyl)-2-(tetrahydro-2H-pyran-4-yl)thiazol-5-yl)pyrazolo[1,5-a]pyrimidine-3-carboxamide ClC=1C=CC(=C(C1)C=1N=C(SC1NC(=O)C=1C=NN2C1N=CC=C2)C2CCOCC2)OC